C1=CC=CC=C1 (-)-benzene